ClC1=C(C(=O)NCC=2N=NN(C2)[C@@H](CC(=O)NO)CC2=CC3=CC=CC=C3C=C2)C=CC(=C1)F 2-chloro-4-fluoro-N-[[1-[(1R)-3-(hydroxyamino)-1-(2-naphthylmethyl)-3-oxo-propyl]triazol-4-yl]methyl]benzamide